7-Chloro-1-methyl-4-(1-(4-oxocyclohexane-1-carbonyl)piperidin-4-yl)-1,4-dihydropyrido[2,3-b]pyrazine-2,3-dione ClC1=CC2=C(N(C(C(N2C)=O)=O)C2CCN(CC2)C(=O)C2CCC(CC2)=O)N=C1